9-phenyl-N-(4-(9-phenyl-6-(4-vinylphenyl)-9H-carbazol-3-yl)phenyl)-9-(4-vinylphenyl)-9H-fluoren-2-amine C1(=CC=CC=C1)C1(C2=CC=CC=C2C=2C=CC(=CC12)NC1=CC=C(C=C1)C=1C=CC=2N(C3=CC=C(C=C3C2C1)C1=CC=C(C=C1)C=C)C1=CC=CC=C1)C1=CC=C(C=C1)C=C